ClC=1C=CC(=C(C1)C1=CC(N(C=C1OC)C(C(=O)O)CCOC)=O)C1=CC(=NO1)C 2-{4-[5-chloro-2-(3-methyl-1,2-oxazol-5-yl)phenyl]-5-methoxy-2-oxopyridin-1(2H)-yl}-4-methoxybutyric acid